NCC1NS(NC1)(=O)=O 3-(aminomethyl)-1,2,5-thiadiazolidine 1,1-dioxide